trans-4-aminocyclobutanol N[C@@H]1CC[C@H]1O